(E)-5-(4-((1-(2-(4-(1-(4-chlorophenyl)-2-phenylbut-1-en-1-yl)phenoxy)ethyl)piperidin-4-yl)methyl)piperazin-1-yl)-2-(2,6-dioxopiperidin-3-yl)isoindoline-1,3-dione ClC1=CC=C(C=C1)\C(=C(/CC)\C1=CC=CC=C1)\C1=CC=C(OCCN2CCC(CC2)CN2CCN(CC2)C=2C=C3C(N(C(C3=CC2)=O)C2C(NC(CC2)=O)=O)=O)C=C1